tert-butyl 9-bromo-1,2,4,5-tetrahydro-3H-[1,4]diazepino[1,7-a]indole-3-carboxylate BrC1=CC=2C=C3N(C2C=C1)CCN(CC3)C(=O)OC(C)(C)C